Cl.Cl.N(=NC(C)(C)C=1NCCN1)C(C)(C)C=1NCCN1 2,2'-azobis[2-(2-imidazolin-2-yl)propane]-dihydrochloride